Dibenzyl (2-(piperazin-4-yl)ethyl)phosphonate N1CCN(CC1)CCP(OCC1=CC=CC=C1)(OCC1=CC=CC=C1)=O